2-(tert-butyl)-N-(2-methyl-4-(3-(5-(N-methylacrylamido)-2-oxopiperidin-1-yl)pyridin-4-yl)benzyl)-2H-tetrazole-5-carboxamide C(C)(C)(C)N1N=C(N=N1)C(=O)NCC1=C(C=C(C=C1)C1=C(C=NC=C1)N1C(CCC(C1)N(C(C=C)=O)C)=O)C